4-methyl-2'-hydroxy-4'-methoxy-5'-(piperidin-1-yl)methyl-chalcone CC1=CC=C(C=C1)\C=C\C(=O)C1=C(C=C(C(=C1)CN1CCCCC1)OC)O